Cl.CN(C(CNC(=O)N1CC2=CC=C(C=C2C1)F)C1=CSC=C1)C (+)-N-(2-(dimethylamino)-2-(thiophen-3-yl)ethyl)-5-fluoroisoindoline-2-carboxamide hydrochloride